C(C)(C)N1CCN(CC1)C1=CC=C(C=C1)C=1C=2C=CC(=CC2CCC1C1=CC(=CC=C1)OC)O 5-(4-(4-Isopropylpiperazin-1-yl)phenyl)-6-(3-methoxyphenyl)-7,8-dihydronaphthalen-2-ol